4,5,6,7-tetrahydro-2H-indazol-3(3aH)-one N=1NC(C2CCCCC12)=O